2-(3-methoxyphenoxy)-N-(1H-pyrazol-4-yl)-N-(thiophen-2-ylmethyl)acetamide COC=1C=C(OCC(=O)N(CC=2SC=CC2)C=2C=NNC2)C=CC1